NCCN(CCN1C(N(CC1)CCNCC#N)=O)CCN 2-((2-(3-(2-(bis(2-aminoethyl)amino)ethyl)-2-oxoimidazolidin-1-yl)ethyl)amino)acetonitrile